CS(=O)(=O)OC(C)C=1C=NC(=NC1)C(F)(F)F 1-(2-(trifluoromethyl)pyrimidin-5-yl)ethyl methanesulfonate